C1(=CC=CC=C1)C1=NN2C(C=CC(=C2)C=C)=N1 2-phenyl-6-vinyl-[1,2,4]triazolo[1,5-a]pyridine